Cl.Cl.CC1NC(CC(C1)OC=1N=NC(=CN1)C1=C(C=C(C=C1)C=1C=NNC1)O)C 2-{3-[(2,6-dimethylpiperidin-4-yl)oxy]-1,2,4-triazin-6-yl}-5-(1H-pyrazol-4-yl)phenol dihydrochloride